FC=1C=C(C=NC1)N1N=C(C=C(C1=O)C(=O)N[C@H](C)C(C)(C)O)C=1C=NC(=CC1)C(F)(F)F 2-(5-fluoropyridin-3-yl)-N-[(2R)-3-hydroxy-3-methylbut-2-yl]-3-oxo-6-[6-(trifluoromethyl)pyridin-3-yl]-2,3-dihydropyridazine-4-carboxamide